2-[(8aS)-6-chloro-8,8a,9,10,11,12-hexahydropyrazino-[2',1':3,4][1,4]oxazepino[5,6,7-de]quinazolin-5-yl]-3-fluorophenol ClC1=C2C3=C(N=CN=C3C=C1C1=C(C=CC=C1F)O)N1[C@H](CO2)CNCC1